C(CCCCC)C1C(CCC1=O)CC(=O)OC methyl 2-(2-hexyl-3-oxocyclopentyl)acetate